C1OC=2C=C(SC2OC1)CO 4-ethylenedioxythiophene-2-methanol